4-{(1R,3R)-2,2-difluoro-3-[3-(propan-2-yl)-1,2,4-oxadiazol-5-yl]cyclopropyl}benzenesulfonamide FC1([C@H]([C@@H]1C1=NC(=NO1)C(C)C)C1=CC=C(C=C1)S(=O)(=O)N)F